C(#N)C1=C(C(=O)N2C[C@H](N(CC2)C2=CC=C(C(=C2C(=O)NCCNC)F)C=2C(=NC=CC2)OCC)CC)C=CC(=C1)C(F)(F)F 6-[(2R)-4-[2-cyano-4-(trifluoromethyl)benzoyl]-2-ethylpiperazin-1-yl]-3-(2-ethoxypyridin-3-yl)-2-fluoro-N-[2-(methylamino)ethyl]benzamide